tert-butyl (3R)-3-ethyl-4-[2-(methoxycarbonyl)-4-nitrophenyl]piperazine-1-carboxylate C(C)[C@@H]1CN(CCN1C1=C(C=C(C=C1)[N+](=O)[O-])C(=O)OC)C(=O)OC(C)(C)C